C(C1=CC=CC=C1)OC1=NC(=CC=C1C1=NN(C2=CC(=CC=C12)C=1C(=NN(C1C)C(=O)OC(C)(C)C)C)C)OCC1=CC=CC=C1 tert-Butyl 4-[3-(2,6-dibenzyloxy-3-pyridyl)-1-methyl-indazol-6-yl]-3,5-dimethyl-pyrazole-1-carboxylate